(2-(4-(4-(3-(2,4-dihydroxy-5-isopropylphenyl)-5-((2,2,2-trifluoroethyl) carbamoyl)-4H-1,2,4-triazol-4-yl) benzyl) piperazin-1-yl) acetyl)-L-histidyl-L-valinate OC1=C(C=C(C(=C1)O)C(C)C)C1=NN=C(N1C1=CC=C(CN2CCN(CC2)CC(=O)N[C@@H](CC2=CNC=N2)C(=O)N[C@@H](C(C)C)C(=O)[O-])C=C1)C(NCC(F)(F)F)=O